ClC=1C=C2C(=C3C1NC(NC31CCCCC1)=O)OC(=N2)C(=O)NCCN(C)C 5-chloro-N-[2-(dimethylamino)ethyl]-7-oxo-7,8-dihydro-6H-spiro[[1,3]oxazolo[5,4-f]quinazoline-9,1'-cyclohexane]-2-carboxamide